O1C(OCC1)CCC(C1(COC1)C)N1CC(C1)C=1C=C(C=2N(C1)C(=NC2)C)C2=C(C(=O)N(C(C)C)CC)C=C(C=C2)F 2-(6-{1-[3-(1,3-dioxolan-2-yl)-1-(3-methyloxetane-3-yl)propyl]azetidin-3-yl}-3-methylimidazo[1,5-a]pyridin-8-yl)-N-ethyl-5-fluoro-N-(isopropyl)benzamide